3,5-Diamino-1,2,4-Triazole NC1=NNC(=N1)N